BrC=1C(=CC(=NC1)N1C(=CC=C1C)C)OC 5-bromo-2-(2,5-dimethyl-1H-pyrrol-1-yl)-4-methoxypyridine